C(C)N1C(NC2=CC(=CC=C2C1)CO)=O 3-ethyl-7-(hydroxymethyl)-3,4-dihydroquinazolin-2(1H)-one